ClC=1C=C(C#N)C=C(C1N1N=CC=2C=NC(=CC21)NC2=NC=NC(=C2)N2C1CC(C(C2)C1)O)F 3-chloro-5-fluoro-4-(6-((6-(5-hydroxy-2-azabicyclo[2.2.1]heptan-2-yl)pyrimidin-4-yl)amino)-1H-pyrazolo[4,3-c]pyridin-1-yl)benzonitrile